C(C)(=O)[O-].[O-]CCCC.CC=1NC=C[NH+]1.CC=1NC=C[NH+]1 methylimidazolium butoxide acetate